COC=1C=C2C=CC(=CC2=CC1)[C@@H](C(=O)N1C=CC2=C1N=CN=C2N([C@@H]2CC[C@H](CC2)CS(=O)(=O)NC)C)C 1-((trans)-4-((7-((S)-2-(6-methoxynaphthalen-2-yl)propionyl)-7H-pyrrolo[2,3-d]pyrimidine-4-yl)(methyl)amino)cyclohexyl)-N-methylmethanesulfonamide